COC1=CC=C(C=C(C(=O)OC)C(=O)OC)C=C1 dimethyl 4-methoxybenzylenemalonate